1-acetyl-3-(((9-ethyl-9H-carbazole-3-yl)sulfonyl)methyl)-3-methyl-5-phenyl-1,3-dihydro-2H-pyrrole C(C)(=O)N1CC(C=C1C1=CC=CC=C1)(C)CS(=O)(=O)C=1C=CC=2N(C3=CC=CC=C3C2C1)CC